4-methyl-2-(4-nitrophenyl)-8-(pyrrolidine-1-sulfonyl)-1H,2H,3H-pyrrolo[3,4-c]quinoline-1,3-dione CC1=NC=2C=CC(=CC2C2=C1C(N(C2=O)C2=CC=C(C=C2)[N+](=O)[O-])=O)S(=O)(=O)N2CCCC2